Methyl 3-(4-chloro-7-(trifluoromethyl) quinolin-2-yl)benzoate ClC1=CC(=NC2=CC(=CC=C12)C(F)(F)F)C=1C=C(C(=O)OC)C=CC1